FC=1C=C(C=NC1NC(=N)C=1C=C(C=2N(C1)C=C(N2)C)F)N2CCN(CC2)C(=O)OC(C)(C)C tert-butyl 4-(5-fluoro-6-(8-fluoro-2-methylimidazo[1,2-a]pyridine-6-carboximidamido)pyridine-3-yl)piperazine-1-carboxylate